(R/S)-3-(1-Cyclopropyl-4-methyl-1H-benzo[d][1,2,3]triazol-5-yl)-3-(3-((1,1-dioxidospiro[benzo[b][1,4,5]oxathiazepine-4,3'-oxetan]-2(3H)-yl)methyl)-4-methylphenyl)propanoic acid C1(CC1)N1N=NC2=C1C=CC(=C2C)[C@H](CC(=O)O)C2=CC(=C(C=C2)C)CN2S(C1=C(OC3(COC3)C2)C=CC=C1)(=O)=O |r|